COC=1C=C(C=CC1)N1C(=C2C(N(N=CC2=C1C)C=1C=NC=CC1)=O)C 6-(3-methoxyphenyl)-5,7-dimethyl-2-(pyridin-3-yl)-2,6-dihydro-1H-pyrrolo[3,4-d]pyridazin-1-one